15-chloro-16-methoxy-18,18-dioxo-21-(trifluoromethyl)-8,11-dioxa-18λ6-thia-19-azatetracyclo[18.3.1.113,17.02,7]pentacosa-1(24),2(7),3,5,13(25),14,16,20,22-nonaen-12-one ClC1=CC=2C(OCCOC=3C=CC=CC3C=3C=CC(=C(NS(C(=C1OC)C2)(=O)=O)C3)C(F)(F)F)=O